N-(5,6-difluoro-2,3-dihydro-1H-inden-2-yl)-5-(5-(3-(1-methyl-1H-1,2,3-triazol-4-yl)pyrrolidin-1-yl)-1,3,4-oxadiazol-2-yl)pyrimidin-2-amine FC=1C=C2CC(CC2=CC1F)NC1=NC=C(C=N1)C=1OC(=NN1)N1CC(CC1)C=1N=NN(C1)C